BrC=1C(=C(C=CC1)C1C(CC2=CC(=CCN2C1=O)F)=O)C 3-(3-bromo-2-methylphenyl)-8-fluoroquinolizine-2,4(1H,3H)-dione